Methyl (R)-3-((3-(1-((2-amino-5-(1-methyl-1H-pyrazol-4-yl)pyridin-3-yl)oxy)ethyl)phenyl)carbamoyl)benzoat NC1=NC=C(C=C1O[C@H](C)C=1C=C(C=CC1)NC(=O)C=1C=C(C(=O)OC)C=CC1)C=1C=NN(C1)C